perfluorohept-1-ene FC(=C(C(C(C(C(C(F)(F)F)(F)F)(F)F)(F)F)(F)F)F)F